CS(=O)(=O)C1=CC=C(C=C1)C=1N=C2SC(=NN2C1)C1CCN(CC1)C(=O)N 4-(6-(4-(methylsulfonyl)phenyl)imidazo[2,1-b][1,3,4]thiadiazol-2-yl)piperidine-1-carboxamide